3-fluoro-7-isopropoxy-2-(1-methyl-2-oxabicyclo[2.1.1]hex-4-yl)imidazo[1,2-a]pyridine-6-carboxylic acid methyl ester COC(=O)C=1C(=CC=2N(C1)C(=C(N2)C21COC(C2)(C1)C)F)OC(C)C